C(C)(C)(C)OC(=O)N1C[C@H](OCC(C1)O)C(=O)O (2S)-4-[(tert-butoxy)carbonyl]-6-hydroxy-1,4-oxazepane-2-carboxylic acid